tert-butyl (S,E)-((2-(3-(4-(allyloxy)-3-(trifluoromethyl)phenyl)-1,2,4-oxadiazol-5-yl)pyrrolidin-1-yl)((tert-butoxycarbonyl)amino)methylene)carbamate C(C=C)OC1=C(C=C(C=C1)C1=NOC(=N1)[C@H]1N(CCC1)\C(\NC(=O)OC(C)(C)C)=N\C(OC(C)(C)C)=O)C(F)(F)F